C(C=C)(=O)OC1=C(C2=CC=CC=C2C=C1)C1=C(C(=CC2=CC=CC=C12)C=O)O 3'-formyl-2'-hydroxy-[1,1'-binaphthyl]-2-yl acrylate